6-Chloro-N-(2,3-dihydro-1H-inden-2-yl)-4-((2-methoxyphenyl)(methyl)amino)-pyridinamide ClC1=CC(=CC(=N1)C(=O)NC1CC2=CC=CC=C2C1)N(C)C1=C(C=CC=C1)OC